(R)-N-(1-(1-(2,4-bis(trifluoromethyl)phenyl)ethyl)-1H-pyrazol-4-yl)pyridinecarboxamide FC(C1=C(C=CC(=C1)C(F)(F)F)[C@@H](C)N1N=CC(=C1)NC(=O)C1=NC=CC=C1)(F)F